FC=1C=NC(=NC1)[C@@]12CC[C@H](C[C@H]2C1)OC[C@@H]1N([C@@H](C[C@@H]1NS(=O)(=O)C)C)C(=O)OC methyl (2R,3S,5R)-2-((((1R,3R,6S)-6-(5-fluoropyrimidin-2-yl)bicyclo[4.1.0]heptan-3-yl)oxy)methyl)-5-methyl-3-(methylsulfonamido)pyrrolidine-1-carboxylate